ClC1=NC=CC(=C1)OC1=CC=C(C=C1)N1N=CN(C1=O)CC1=C(C=CC=C1F)F 2-(4-((2-chloropyridin-4-yl)oxy)phenyl)-4-(2,6-difluorobenzyl)-2,4-dihydro-3H-1,2,4-triazol-3-one